C(C1=CC=CC=C1)OC(=O)N[C@H](C(=O)OCC)CC=1OC(=CN1)C1=CC=C(C=C1)Br ethyl (S)-2-(((benzyloxy)carbonyl)amino)-3-(5-(4-bromophenyl)oxazol-2-yl)propanoate